N,N-Dimethylpiperidinium C[N+]1(CCCCC1)C